ClC=1C(=C(C=CC1Cl)NC1=NC=NC2=CC=C(C=C12)[C@]1(CNCC1)F)F N-(3,4-dichloro-2-fluoro-phenyl)-6-[(3R)-3-fluoropyrrolidin-3-yl]quinazolin-4-amine